Cl.ClC=1C=C(C=CC1Cl)NC(NC1=NC(=CC(=N1)N[C@H]1CNCCC1)C)=O |r| (±)-2-[3-(3,4-dichlorophenyl)ureido]-6-methyl-4-(3-piperidylamino)pyrimidine hydrochloride